3-(2-((4-methoxybenzyl)thio)propan-2-yl)piperazine-2,5-dione COC1=CC=C(CSC(C)(C)C2C(NCC(N2)=O)=O)C=C1